(R)-4-(2-Chloro-7-(pyrrolidin-1-ylmethyl)thieno[3,2-d]pyrimidin-4-yl)-3-methylmorpholine ClC=1N=C(C2=C(N1)C(=CS2)CN2CCCC2)N2[C@@H](COCC2)C